N-[2-amino-5-(2,4-difluorophenyl)phenyl]-4-(cyclopropylsulfonyl)benzamide NC1=C(C=C(C=C1)C1=C(C=C(C=C1)F)F)NC(C1=CC=C(C=C1)S(=O)(=O)C1CC1)=O